[Li+].C(C)(C)[N-]C(C)C N,N-diisopropylamide lithium